4-Amino-N-(2-(4,4-difluoropiperidin-1-yl)-6-methylpyrimidin-4-yl)-5-methoxy-2-(6-azaspiro[2.5]octan-6-yl)benzamide NC1=CC(=C(C(=O)NC2=NC(=NC(=C2)C)N2CCC(CC2)(F)F)C=C1OC)N1CCC2(CC2)CC1